Methyl (3S)-3-[3-(benzyloxycarbonylamino)-2-chlorophenyl]-3-{[N'-tert-butoxycarbonyl-N-(3-hydroxy-3-methylcyclobutyl)carbamimidoyl]amino}butanoate C(C1=CC=CC=C1)OC(=O)NC=1C(=C(C=CC1)[C@@](CC(=O)OC)(C)NC(NC1CC(C1)(C)O)=NC(=O)OC(C)(C)C)Cl